C(CC\C=C\C)C1(C(C(CC1)(C)C)=O)C (E)-2-(hex-4-en-1-yl)-2,5,5-trimethylcyclopentan-1-one